ClC1=C(C(=C(C=C1OC)OC)Cl)N1C(N(C2=NC(=NC=C2C1)S(=O)(=O)C)C1=CC=C(C=C1)[N+](=O)[O-])=O 3-(2,6-dichloro-3,5-dimethoxyphenyl)-7-(methylsulfonyl)-1-(4-nitrophenyl)-3,4-dihydropyrimido[4,5-d]pyrimidin-2(1H)-one